CC1(C=C2C=CC(=CC2=C1)C)CO 2,5-dimethyl-2-indenemethanol